2-((tert-butoxycarbonyl)amino)-2-(4-(difluoromethyl)cyclohexyl)acetic acid C(C)(C)(C)OC(=O)NC(C(=O)O)C1CCC(CC1)C(F)F